C1(C(C=CC=C1)C(=O)[O-])C(=O)[O-] 3,5-cyclohexadiene-1,2-dicarboxylate